C(C)NC1C(=C(C=CC1)F)O 2-ethylamino-6-fluoro-3H-phenol